1-cyclobutyl-N-((7-fluoro-5-(pyridin-4-yl)-2,3-dihydro-1H-inden-4-yl)carbamoyl)azetidine-3-sulfonamide C1(CCC1)N1CC(C1)S(=O)(=O)NC(NC1=C2CCCC2=C(C=C1C1=CC=NC=C1)F)=O